3-Amino-4-[(1-hydroxy-3-phenylpropan-2-yl)amino]-4-oxobutanoic acid NC(CC(=O)O)C(=O)NC(CO)CC1=CC=CC=C1